hydroxyl-dichloromethane OC(Cl)Cl